N-[2,2-dimethyl-6-[3-(trifluoromethyl)pyrrolidin-1-yl]-3H-benzofuran-5-yl]pyrazolo[1,5-a]pyrimidine-3-carboxamide CC1(OC2=C(C1)C=C(C(=C2)N2CC(CC2)C(F)(F)F)NC(=O)C=2C=NN1C2N=CC=C1)C